CS(=O)(=O)O.N1=C(N=C(C=C1)N)N pyrimidinediamine Methanesulfonic Acid Salt